N-(2-cyano-3,6-difluorophenyl)-N-((2-(trimethylsilyl)ethoxy)methyl)propane-1-sulfonamide C(#N)C1=C(C(=CC=C1F)F)N(S(=O)(=O)CCC)COCC[Si](C)(C)C